1,3,5-triphenyl-1H-pyrazole C1(=CC=CC=C1)N1N=C(C=C1C1=CC=CC=C1)C1=CC=CC=C1